C(C)(C)(C)OC(=O)N1C=C(C2=CC=CC=C12)C(=O)C=1SC=C(N1)C=O tert-butyl-3-(4-formylthiazole-2-carbonyl)-1H-indole-1-carboxylate